di(pyrrolyl)diallyl-silane N1C(=CC=C1)[Si](CC=C)(CC=C)C=1NC=CC1